Cl.FC1=CC=C(C=C1)[C@H]1[C@@H](CNCC1)COC1=CC(=C(C=C1)O)OC (-)-trans-4-(4-fluorophenyl)-3-(4-hydroxy-3-methoxyphenoxymethyl)piperidine-hydrochloride